C(CC1=CC=CC=C1)N1C(=NC=C1)C1=CC=C(C=C1)NS(=O)(=O)C=1C=CC=C2C=CC=NC12 N-(4-(1-phenethyl-1H-imidazol-2-yl)phenyl)quinoline-8-sulfonamide